rel-N-(2-carbamoyl-4-pyridyl)-4-[2-methoxy-4-(trifluoromethoxy)phenoxy]-6-((1S,2S)-2-methylcyclopropyl)pyridine-3-carboxamide C(N)(=O)C1=NC=CC(=C1)NC(=O)C=1C=NC(=CC1OC1=C(C=C(C=C1)OC(F)(F)F)OC)[C@@H]1[C@H](C1)C |o1:32,33|